1-methyl-5-(prop-1-en-2-yl)-1H-pyrazol-3-amine CN1N=C(C=C1C(=C)C)N